FC(CCOC1=CC(=C(C(=C1)F)C1C(N(C1)C1=CC2=C(NC=N2)C=C1)=O)F)F (4-(3,3-difluoropropoxy)-2,6-difluorophenyl)-1-(1H-benzo[d]imidazol-5-yl)azetidin-2-one